C(C)(=O)N[C@H](C(=O)NCC1=CC=C(C=C1)OCCOCCOCCOCCN=[N+]=[N-])COC (S)-2-acetamido-N-(4-(2-(2-(2-(2-azidoethoxy)ethoxy)ethoxy)ethoxy)benzyl)-3-methoxypropanamide